N-(1-(bicyclo[3.1.0]hexan-3-yl)-2-(((S)-1-cyano-2-((S)-2-oxopyrrolidin-3-yl)ethyl)amino)-2-oxoethyl)-4-methoxy-1H-indole-2-carboxamide C12CC(CC2C1)C(C(=O)N[C@@H](C[C@H]1C(NCC1)=O)C#N)NC(=O)C=1NC2=CC=CC(=C2C1)OC